FC=1C=C(C=C(C1)C(F)(F)F)C1N(OCC1)C1=NC=CC(=N1)N (3-(3-fluoro-5-(trifluoromethyl)phenyl)isoxazolidin-2-yl)pyrimidin-4-amine